ClC=1C=C(CC2=NOC(=N2)C2=CC=C(C=C2)/C=C(/C(=O)O)\C)C=CC1 (E)-3-(4-(3-(3-Chlorobenzyl)-1,2,4-oxadiazol-5-yl)phenyl)-2-methylacrylic acid